(S)-7-chloro-2-methyl-5-(2-methylazetidin-1-yl)pyrido[3,4-b]pyrazine ClC1=CC=2C(=NC=C(N2)C)C(=N1)N1[C@H](CC1)C